phenylphthalazine iridium [Ir].C1(=CC=CC=C1)C1=NN=CC2=CC=CC=C12